S1C(=CC=C1)C1(OC(=C(C1=O)O)N)C 2-(2-thienyl)-2-methyl-4-hydroxy-5-amino-3(2H)-furanone